Trihydroxystigmastan-6-one OC(C[C@H](CC[C@@H](C)[C@H]1CC[C@H]2[C@@H]3CC(C4CCCC[C@]4(C)[C@H]3CC[C@]12C)=O)C(C)C)(O)O